BrCC(=O)C1=CC=2N(C(=C1)N1CCC(CC1)(F)F)N=CC2 2-bromo-1-(7-(4,4-difluoropiperidin-1-yl)pyrazolo[1,5-a]pyridin-5-yl)ethan-1-one